2-methyl-2-propanyl (5-cyano-6-fluoro-2-pyridinyl)carbamate C(#N)C=1C=CC(=NC1F)NC(OC(C)(C)C)=O